2-(cyanoamino)-4-methoxypyridine-3-carbonitrile C(#N)NC1=NC=CC(=C1C#N)OC